O1C(OCCC1)C1=CC=C(C=N1)S(=O)(=O)CC 6-(1,3-dioxane-2-yl)-3-ethylsulfonylpyridine